1-p-Chlorobenzyl-2-(1-pyrrolidinylmethyl)benzimidazole C1CCN(C1)CC2=NC3=CC=CC=C3N2CC4=CC=C(C=C4)Cl